ClC1=CC=NC2=NC=C(C=C12)Cl 4,6-dichloronaphthyridine